(3S)-3-({5-amino-1-[(5-{[(1R,4R)-5-(2-hydroxyethyl)-2,5-diaza-bicyclo[2.2.1]heptan-2-yl]methyl}-3-methoxypyridin-2-yl)methyl]-1H-pyrazolo[4,3-d]pyrimidin-7-yl}amino)hexan-1-ol NC=1N=C(C2=C(N1)C=NN2CC2=NC=C(C=C2OC)CN2[C@H]1CN([C@@H](C2)C1)CCO)N[C@H](CCO)CCC